CC1=C(OC2=C1C=C(C=C2)S(N(CCC2=CC=CC=C2)C2=CC=C(C=C2)N2CCN(CC2)C(N(C)C)=O)(=O)=O)C(=O)O 3-Methyl-5-(N-(4-(4-(dimethylcarbamoyl)piperazin-1-yl)phenyl)-N-phenethylsulfamoyl)benzofuran-2-Carboxylic acid